O=C1NN(C2=C1C=NC(=C2)NC(=O)C2CC2)C2=C(C=CC=C2)C N-(3-oxo-1-(o-tolyl)-2,3-dihydro-1H-pyrazolo[4,3-c]pyridin-6-yl)cyclopropanecarboxamide